ClC1=NNC2=NC(=NC(=C21)N[C@H]2CN(CC[C@H]2F)C(CC#N)=O)NC=2C=NN(C2)CC 3-((3S,4R)-3-((3-chloro-6-((1-ethyl-1H-pyrazol-4-yl)amino)-1H-pyrazolo[3,4-d]pyrimidin-4-yl)amino)-4-fluoropiperidin-1-yl)-3-oxopropanenitrile